1-[3-chloro-2-fluoro-5-(trifluoromethyl)phenyl]-2,2-difluoro-ethanone ClC=1C(=C(C=C(C1)C(F)(F)F)C(C(F)F)=O)F